N-(1-(1-(2-(4-(2,3-dimethylphenyl)piperazin-1-yl)-2-oxoethyl)-4,5,6,7-tetrahydro-1H-indazol-3-carbonyl)piperidin-4-yl)-3-hydroxypropanamide CC1=C(C=CC=C1C)N1CCN(CC1)C(CN1N=C(C=2CCCCC12)C(=O)N1CCC(CC1)NC(CCO)=O)=O